C(=S)(NCC=1C=CC2=C(SC(=C2)C(CCC(=O)O)=O)C1)NCC=1C=CC2=C(SC(=C2)C(CCC(=O)O)=O)C1 4,4'-(((thiocarbonylbis(azanediyl))bis(methylene))bis(benzo[b]thiophene-6,2-diyl))bis(4-oxobutanoic acid)